(S)-3-(1-(4-Amino-3-(5-hydroxypyridin-3-yl)-1H-pyrazolo[3,4-d]pyrimidin-1-yl)ethyl)-4-(3-((4-methylpiperazin-1-yl)methyl)phenyl)-1H-isochromen-1-on Isethionat S(=O)(=O)(O)CCO.NC1=C2C(=NC=N1)N(N=C2C=2C=NC=C(C2)O)[C@@H](C)C=2OC(C1=CC=CC=C1C2C2=CC(=CC=C2)CN2CCN(CC2)C)=O